CC(C=O)CC\C=C(\CCC=C(C)C)/C (E)-2,6,10-trimethylundeca-5,9-dienal